CC=1C(=C(C=CC1OC)CCCC1=C(C=C(C=C1)O)O)OC 1-(3-methyl-2,4-dimethoxyphenyl)-3-(2',4'-dihydroxyphenyl)propane